4-(dimethylamino)benzaldehyde-2,3,5,6-d4 CN(C1=C(C(=C(C=O)C(=C1[2H])[2H])[2H])[2H])C